C(C)(C)(C)C1=CNC2=CC=CC=C12 3-tertiary butyl-1H-indole